2-(6-(4-((2-(2,6-dioxopiperidin-3-yl)-1,3-dioxoisoindolin-5-yl)methyl)piperazin-1-yl)-1-oxoisoindolin-2-yl)-2-(5-fluoro-2-hydroxyphenyl)-N-(thiazol-2-yl)acetamide O=C1NC(CCC1N1C(C2=CC=C(C=C2C1=O)CN1CCN(CC1)C1=CC=C2CN(C(C2=C1)=O)C(C(=O)NC=1SC=CN1)C1=C(C=CC(=C1)F)O)=O)=O